C(C)(=O)C1=CC=C(C=C1)C[C@@H](C(=O)O)N (S)-3-(4-acetylphenyl)-2-aminopropionic acid